NCCOCCOCCC(=O)NC1=C(C(=O)NC=2SC(=C(N2)CC)C)C=CC=C1 (3-(2-(2-aminoethoxy)ethoxy)propionylamino)-N-(4-ethyl-5-methylthiazol-2-yl)benzamide